2-methyl-6-fluoro-3,4-dihydro-2H-isoquinolin-1-one CN1C(C2=CC=C(C=C2CC1)F)=O